4-(4-chlorophenyl)-4-oxo-3-phenyl-butanoic acid methyl ester COC(CC(C(=O)C1=CC=C(C=C1)Cl)C1=CC=CC=C1)=O